ClC=1C(NN=CC1C=1C=NN(C1)C1OCCCC1)=O 4-chloro-5-[1-(tetrahydro-2H-pyran-2-yl)-1H-pyrazol-4-yl]-2H-pyridazin-3-one